(2S,4R)-1-((R)-2-(2-naphthoylamino)-3-cyclohexylpropionyl)-4-hydroxypyrrolidine-2-carboxylic acid C1=C(C=CC2=CC=CC=C12)C(=O)N[C@@H](C(=O)N1[C@@H](C[C@H](C1)O)C(=O)O)CC1CCCCC1